9,10-bis(tert-butoxycarbonyltridecyleneoxy)anthracene C(C)(C)(C)OC(=O)CCCCCCCCCCCCCOC=1C2=CC=CC=C2C(=C2C=CC=CC12)OCCCCCCCCCCCCCC(=O)OC(C)(C)C